1-{4-[4-({3-methyl-4-[(1-methyl-1,3-benzodiazol-5-yl)methyl]phenyl}amino)pyrido[3,2-d]pyrimidin-6-yl]piperazin-1-yl}prop-2-en-1-one CC=1C=C(C=CC1CC1=CC2=C(N(C=N2)C)C=C1)NC=1C2=C(N=CN1)C=CC(=N2)N2CCN(CC2)C(C=C)=O